CS(=O)(=O)N[C@@H]1[C@@H](N(CCC1)C(=O)OC)COC1CCN(CC1)C=1SC=CN1 methyl cis-3-((methylsulfonyl)amino)-2-(((1-(1,3-thiazol-2-yl)piperidin-4-yl)oxy)methyl)piperidine-1-carboxylate